N1(NNNCCCCCCCC1)C(=O)[O-] tetraazacyclododecanoate